OCC1=CC=C(C=C1)O 4-hydroxymethylphenol